1-(4-(4-AMINO-7-CYCLOPROPYL-7H-PYRROLO[2,3-D]PYRIMIDIN-5-YL)-2-FLUOROPHENYL)-3-(4-((1-METHYLPIPERIDIN-4-YL)METHYL)-3-(TRIFLUOROMETHYL)PHENYL)UREA NC=1C2=C(N=CN1)N(C=C2C2=CC(=C(C=C2)NC(=O)NC2=CC(=C(C=C2)CC2CCN(CC2)C)C(F)(F)F)F)C2CC2